BrC=1C=C(CN2N=C3C(=C2C2=C(C=CC=C2)F)CN(C3)C)C=CC1OC 2-(3-bromo-4-methoxybenzyl)-3-(2-fluorophenyl)-5-Methyl-2,4,5,6-tetrahydropyrrolo[3,4-c]pyrazole